BrC1=CC=2C=3C4=C(C=CC3N(C2C=C1)C1=CC=CC=C1)C=CC=C4 10-bromo-7-phenylbenzo[c]carbazole